[Ni].BrC(CCCP(CCCC)CCCC)Br dibromo(tributylphosphine) nickel